phosphothreonine P(=O)(O)(O)O[C@@H]([C@H](N)C(=O)O)C